ClC=1C(=C(C=CC1)NC(=S)C=1C(NCCC1O)=O)CC N-(3-chloro-2-ethylphenyl)-4-hydroxy-2-oxo-1,2,5,6-tetrahydropyridin-3-thiocarboxamide